ClC1=NC=C(C(=N1)N1C=C(C2=CC(=CC=C12)O)C(=O)N)F 1-(2-chloro-5-fluoro-pyrimidin-4-yl)-5-hydroxy-1H-indole-3-carboxylic acid amide